N-cyclopentyl-2-(1-methylpiperidin-4-yl)-benzo[d]thiazole-6-sulfonamide C1(CCCC1)NS(=O)(=O)C1=CC2=C(N=C(S2)C2CCN(CC2)C)C=C1